6-chloro-N-(1-(5-(2-methylpyrimidin-4-yl)-5,6,7,8-tetrahydro-1,5-naphthyridin-2-yl)cyclopropyl)nicotinamide ClC1=NC=C(C(=O)NC2(CC2)C2=NC=3CCCN(C3C=C2)C2=NC(=NC=C2)C)C=C1